CC(C)(C)[S@](=O)N[C@@H](CC)C1CCC(CC1)NC(OC(C)(C)C)=O tert-butyl {(1S,4r)-4-[(1S)-1-{[(S)-2-methylpropane-2-sulfinyl]amino}propyl]cyclohexyl}carbamate